ClC=1C=CC2=C(N=C(S2)C2CC3(CC(C3)NC(=O)C3=CC(=NC=C3)S(=O)(=N)C3CC3)C2)C1 N-[6-(5-chloro-1,3-benzothiazol-2-yl)spiro[3.3]heptan-2-yl]-2-(cyclopropylsulfonimidoyl)pyridine-4-carboxamide